(S)-N-((4-chloro-2,5-difluorophenyl)(oxetan-3-yl)methyl)-2-methylpropan-2-sulfinamide ClC1=CC(=C(C=C1F)C(N[S@@](=O)C(C)(C)C)C1COC1)F